methyl 2-(oxetan-3-ylidene)acetate O1CC(C1)=CC(=O)OC